BrC1=C(N=C2N1CCN2C(C)=O)C=2SC=C(N2)C 1-(5-Bromo-6-(4-methylthiazol-2-yl)-2,3-dihydro-1H-imidazo[1,2-a]imidazol-1-yl)ethan-1-one